(3R,5S)-5-(((tert-Butyldimethylsilyl)oxy)methyl)-1-methylpyrrolidin-3-ol [Si](C)(C)(C(C)(C)C)OC[C@@H]1C[C@H](CN1C)O